COC1=C(C2=CC=CC=C2C=C1)C(=O)C1=C(C=CC2=CC=CC=C12)OCCN1CCCC1 1-(2-{[1-(2-methoxynaphthalene-1-carbonyl)naphthalen-2-yl]oxy}ethyl)pyrrolidine